27,28,29,30,31-pentahydroxy-25-methyl-22-(2-(methyl-((2S,3R,4R,5R)-2,3,4,5,6-pentahydroxyhexyl)amino)-2-oxoethyl)-5,21,24-trioxo-9,12,15,18-tetraoxa-6,22,25-triazahentriacontanoic acid OC(CN(C(CN(C(CCOCCOCCOCCOCCNC(CCCC(=O)O)=O)=O)CC(=O)N(C[C@@H]([C@H]([C@@H]([C@@H](CO)O)O)O)O)C)=O)C)C(C(C(CO)O)O)O